BrC1=C2CCC3(CCC=4C(=NC(=NC4[C@@H]3F)SC)Cl)C2=CC=C1 (8'R)-4-bromo-4'-chloro-8'-fluoro-2'-(methylthio)-2,3,5',8'-tetrahydro-6'H-spiro[indene-1,7'-quinazoline]